N-(4'-(5-(trifluoromethyl)-1,2,4-oxadiazol-3-yl)-[2,2'-bipyridin]-4-yl)piperidine-3-carboxamide FC(C1=NC(=NO1)C1=CC(=NC=C1)C1=NC=CC(=C1)NC(=O)C1CNCCC1)(F)F